methyl 4-((5-((2-nitro-5-(trifluoromethoxy)phenyl)amino)pyridin-2-yl)carbamoyl)benzoate [N+](=O)([O-])C1=C(C=C(C=C1)OC(F)(F)F)NC=1C=CC(=NC1)NC(=O)C1=CC=C(C(=O)OC)C=C1